BrC=1C=C(C=NC1)C(NC(=O)[C@@H]1[C@H]2C([C@H]2CN1C([C@H](C(C)(C)C)NS(=O)(=O)C(F)(F)F)=O)(C)C)C#N (1R,2S,5S)-N-((5-bromopyridin-3-yl)(cyano)methyl)-3-((S)-3,3-Dimethyl-2-((trifluoromethyl)sulfonamido)butyryl)-6,6-dimethyl-3-azabicyclo[3.1.0]hexane-2-carboxamide